TRANS-3-[8-Dimethylamino-1-[(1-hydroxy-cyclobutyl)-methyl]-2-oxo-8-phenyl-1,3-diazaspiro[4.5]decan-3-yl]-2,2-dimethyl-propionamide CN(C1(CCC2(CN(C(N2CC2(CCC2)O)=O)CC(C(=O)N)(C)C)CC1)C1=CC=CC=C1)C